C(C)(=O)C1=CN(C2=C(C=C(C=C12)C=1C=NC(=NC1)C)C)CC(=O)N1[C@@H]2C([C@@]2(C[C@H]1C(=O)NC1=NC(=CC=C1C)Br)C)([2H])[2H] (1R,3S,5R)-2-(2-(3-acetyl-7-methyl-5-(2-methylpyrimidin-5-yl)-1H-indol-1-yl)acetyl)-N-(6-bromo-3-methylpyridin-2-yl)-5-methyl-2-azabicyclo[3.1.0]hexane-6,6-d2-3-carboxamide